FC1=NC(=C2N=CN(C2=N1)C1OCCCC1)NC1=CC(=C(C=C1)O)OC 2-fluoro-6-(4-hydroxy-3-methoxyanilino)-9-(tetrahydro-2H-pyran-2-yl)-9H-purine